6-{[(3R)-3-Fluoropyrrolidin-1-yl]methyl}-5-methyl-N-[2-(3-methylpyridin-2-yl)-[1,3]thiazolo[5,4-c]pyridin-6-yl]pyridin-2-amine F[C@H]1CN(CC1)CC1=C(C=CC(=N1)NC1=CC2=C(C=N1)SC(=N2)C2=NC=CC=C2C)C